(S)-5-bromo-4,4-dimethyl-8-(3-methylmorpholino)-3,4-dihydro-2H-pyrano[2,3-c]pyridine BrC1=C2C(=C(N=C1)N1[C@H](COCC1)C)OCCC2(C)C